C(C1=CC=CC=C1)OC1=C(C(=O)O)C=CC(=C1)Cl 2-(benzyloxy)-4-chlorobenzoic acid